2-((1R,2S)-1-(2-cyanophenyl)-1-(1-(2-morpholinoethyl)-1H-pyrazol-4-yl)propan-2-yl)-5-hydroxy-N-(isoxazol-4-yl)-1-methyl-6-oxo-1,6-dihydropyrimidine-4-carboxamide C(#N)C1=C(C=CC=C1)[C@@H]([C@H](C)C=1N(C(C(=C(N1)C(=O)NC=1C=NOC1)O)=O)C)C=1C=NN(C1)CCN1CCOCC1